epoxypentaerythritol tetraacrylate C(C=C)(=O)OC1C(C(OC(C=C)=O)O1)(COC(C=C)=O)COC(C=C)=O